N-benzyl-3'-fluoro-4,4',5-trihydroxy-[1,1'-biphenyl]-2-sulfonamide C(C1=CC=CC=C1)NS(=O)(=O)C=1C(=CC(=C(C1)O)O)C1=CC(=C(C=C1)O)F